BrC=1C=C(C=C(C1)N)N 5-bromo-1,3-phenylenediamine